1-[1-(2,2-difluoro-1,3-benzodioxol-5-yl)-5-methyl-pyrazol-3-yl]piperazine FC1(OC2=C(O1)C=CC(=C2)N2N=C(C=C2C)N2CCNCC2)F